3-benzyl-5-methyl-quinoxaline-2(1H)-one C(C1=CC=CC=C1)C=1C(NC2=CC=CC(=C2N1)C)=O